C(C)N1N=C(C(=C1)F)[S@](=O)(N)=NC(NC1=C2C(=NC(=C1C)CC(F)(F)F)CCC2)=O (S)-1-ethyl-4-fluoro-N'-((3-methyl-2-(2,2,2-trifluoroethyl)-6,7-dihydro-5H-cyclopenta[b]pyridin-4-yl)carbamoyl)-1H-pyrazole-3-sulfonimidamide